4-amino-7-chloro-N-(1-methyl-1H-pyrazol-4-yl)-N-(6-(trifluoromethyl)-2,3-dihydrofuro[2,3-b]pyridin-3-yl)imidazo[1,5-a]quinoxaline-8-carboxamide NC=1C=2N(C3=CC(=C(C=C3N1)Cl)C(=O)N(C1COC3=NC(=CC=C31)C(F)(F)F)C=3C=NN(C3)C)C=NC2